1,3-heptanediol C(CC(CCCC)O)O